7-(benzyloxy)-1-heptanol C(C1=CC=CC=C1)OCCCCCCCO